(3S,4R)-4-Fluoro-3-{[(5-fluoropyridin-2-yl)oxy]methyl}-2-(2-methyl-5-phenyl-1,3-thiazol-4-carbonyl)-2-azabicyclo[3.1.1]heptan F[C@H]1[C@@H](N(C2CC1C2)C(=O)C=2N=C(SC2C2=CC=CC=C2)C)COC2=NC=C(C=C2)F